2-[3-(5-chloro-2-fluoro-phenyl)-1H-pyrazol-4-yl]-7-(4,5,6,7-tetrahydrotriazolo[1,5-a]pyrazin-3-yl)-1,5-naphthyridine ClC=1C=CC(=C(C1)C1=NNC=C1C1=NC2=CC(=CN=C2C=C1)C=1N=NN2C1CNCC2)F